(2-iodo-4-nitro-phenyl)methanol IC1=C(C=CC(=C1)[N+](=O)[O-])CO